1-methylimidazole-4-carboxylic acid CN1C=NC(=C1)C(=O)O